4-Amino-3-chloro-N-((2S)-3,3-dimethyl-1-oxo-1-((2-oxo-1-phenyl-2-(2-(3,3,3-trifluoro-2-oxopropyl)hydrazineyl)ethyl)amino)butan-2-yl)benzamide NC1=C(C=C(C(=O)N[C@H](C(NC(C(NNCC(C(F)(F)F)=O)=O)C2=CC=CC=C2)=O)C(C)(C)C)C=C1)Cl